1-Benzyl-3-hydroxy-4-{[3-(1H-imidazol-1-yl)propylamino]methyl}pyridin C(C1=CC=CC=C1)N1CC(=C(C=C1)CNCCCN1C=NC=C1)O